C(CCCCC)/C(/C(=O)[O-])=C(/C(=O)[O-])\C 2-hexyl-3-methylmaleate